[Cl-].CO[NH2+]C methoxy(methyl)ammonium chloride